NC1=C(C=C(OC2=CC=NC=3NC(C=NC32)=O)C=C1)F 8-(4-amino-3-fluorophenoxy)pyrido[2,3-b]pyrazin-3(4H)-one